2-methyl-4,4'-bipyridine CC1=NC=CC(=C1)C1=CC=NC=C1